C(C(C)C)C1=CC=C(C=C1)C(CC(C(OC)OC)C1=CC=C(C=C1)C(F)(F)F)=O 1-(4-isobutylphenyl)-4,4-dimethoxy-3-(4-(trifluoromethyl)phenyl)butan-1-one